(1-(6-chloro-4-isopropyl-2,7-naphthyridin-1-yl)azetidin-3-yl)methanol ClC=1C=C2C(=CN=C(C2=CN1)N1CC(C1)CO)C(C)C